1-(3-Cyclopropyl-5-fluoropyridin-4-yl)-7-methoxy-3-methyl-8-(1-methyl-1H-pyrazol-4-yl)-1,3-dihydroimidazo[4,5-c]quinolin-2-one C1(CC1)C=1C=NC=C(C1N1C(N(C=2C=NC=3C=C(C(=CC3C21)C=2C=NN(C2)C)OC)C)=O)F